OC1=NNC(=C1)C1(CN(C1)C(=O)OC(C)(C)C)CC=C tert-butyl 3-(3-hydroxy-1H-pyrazol-5-yl)-3-(prop-2-en-1-yl)azetidine-1-carboxylate